7-fluoroquinolin FC1=CC=C2C=CC=NC2=C1